P(O)(O)(O)=O.C(C)C1=C(C(=NN1)C(=O)NC1=CC=C(C=C1)[C@H]1CNCCO1)C 5-ethyl-4-methyl-N-[4-[(2S)-morpholin-2-yl]phenyl]-1H-pyrazole-3-carboxamide, monophosphoric acid salt